5-[3-(4-tetrahydropyran-4-yl-1H-imidazol-2-yl)chroman-6-yl]oxy-3,4-dihydro-1H-1,8-naphthyridin-2-one O1CCC(CC1)C=1N=C(NC1)C1COC2=CC=C(C=C2C1)OC1=C2CCC(NC2=NC=C1)=O